N(=[N+]=[N-])CCOCCOCCC(N[C@H](C(NCCC(=O)O)=O)C(C)C)=O (S)-15-azido-5-isopropyl-4,7-dioxo-10,13-dioxa-3,6-diazapentadecane-1-carboxylic acid